C(C=C)NC1=C(C#N)C=C(C=C1)C1=NC(=NO1)C=1C=CC2=C(N=C(S2)N)C1 2-(allylamino)-5-(3-(2-aminobenzo[d]thiazol-5-yl)-1,2,4-oxadiazol-5-yl)benzonitrile